CN(C)CC1=C(SC=2N(C(N(C(C21)=O)C2=C(C(=CC=C2)OC)F)=O)CC2=C(C=CC=C2C(F)(F)F)F)C=2C=CC(=NC2)NC(=O)NOC 1-(5-(5-((dimethylamino)methyl)-3-(2-fluoro-3-methoxyphenyl)-1-(2-fluoro-6-(trifluoromethyl)benzyl)-2,4-dioxo-1,2,3,4-tetrahydrothieno[2,3-d]pyrimidin-6-yl)pyridin-2-yl)-3-methoxyurea